C1(C=CC(N1CCN(CCN1C(C=CC1=O)=O)CCN1C(C=CC1=O)=O)=O)=O tri[2-maleimidoethyl]amine